2,3-dihydroxyaziridinylacrylamide OC1N(C1O)C(C(=O)N)=C